N1=C(C=CC=C1)C(=O)[O-].[Ir+2].N1=C(C=CC=C1)C(=O)[O-] iridium(II) picolinate